N(=[N+]=[N-])C(\C=C\CN=[N+]=[N-])C1=CC=CC=C1 (E)-(1,4-Diazidobut-2-en-1-yl)benzene